N(=C=O)CCCCCN1C(N(C(N(C1=O)CCCCCN=C=O)=O)CCCCCN=C=O)=O 1,3,5-tris(5-Isocyanatopentyl)-1,3,5-triazin-2,4,6(1H,3H,5H)-trion